CC1=CC=CC(=N1)N1N=C2N=CC=CC2=C1C1=CC=2N(C=C1)N=CC2 2-(6-methylpyridin-2-yl)-3-(pyrazolo[1,5-a]pyridin-5-yl)-2H-pyrazolo[3,4-b]pyridine